C(C)N(CCC(C)C)C1=CC(=CC=2OC3=CC=CC=C3C3(C12)OC(C1=CC=CC=C13)=O)C [ethyl(3-methylbutyl)amino]-3'-methylspiro[isobenzofuran-1(3H),9'-[9H]xanthene]-3-one